N-((2S,3S)-2-((3',5'-difluorobiphenyl-3-yl)methyl)-1-(2-hydroxy-2-methylpropanoyl)pyrrolidin-3-yl)ethanesulfonamide FC=1C=C(C=C(C1)F)C1=CC(=CC=C1)C[C@@H]1N(CC[C@@H]1NS(=O)(=O)CC)C(C(C)(C)O)=O